C1(CCCCC1)N1N2C(CC=3C=CC=CC13)CC(C2=O)(C)C 5-cyclohexyl-2,2-dimethyl-1,5,10,10a-tetrahydropyrrolo[1,2-b]cinnolin-3(2H)-one